(2R,3S,4S)-4-hydroxy-2-{[4-(1,2-thiazol-5-yl)phenyl]methyl}pyrrolidin-3-yl N-[(3-fluorophenyl)methyl]carbamate FC=1C=C(C=CC1)CNC(O[C@H]1[C@H](NC[C@@H]1O)CC1=CC=C(C=C1)C1=CC=NS1)=O